N-(5-(difluoromethoxy)-1H-pyrazol-3-yl)-6-(((1R,2R,3R,5S)-2-fluoro-8-azabicyclo[3.2.1]octan-3-yl)oxy)pyrazin-2-amine FC(OC1=CC(=NN1)NC1=NC(=CN=C1)O[C@H]1[C@@H]([C@H]2CC[C@@H](C1)N2)F)F